C(CCC\C=C/CC)OC(CCC(=O)OCCCCCCCN(CCCCCCCOC(CCC(OCCCC\C=C/CC)OCCCC\C=C/CC)=O)CCO)OCCCC\C=C/CC ((2-hydroxyethyl)azanediyl)bis(heptane-7,1-diyl) bis(4,4-bis(((Z)-oct-5-en-1-yl)oxy)butanoate)